ClC1=CC=C(C=C1)C1C(=C(N=C2N1C(/C(/S2)=C/C2=CC=C(C=C2)OCC(=O)N2CCN(CC2)CC)=O)C)C(=O)OC(C)C propan-2-yl (2Z)-5-(4-chlorophenyl)-2-(4-(2-(4-ethylpiperazin-1-yl)-2-oxoethoxy)benzylidene)-7-methyl-3-oxo-2,3-dihydro-5H-[1,3]thiazolo[3,2-a]pyrimidine-6-carboxylate